1-(3,5-dimethyl-1H-pyrazol-1-yl)ethan-1-ol ethyl-3-chloro-7,7-difluoro-4,5,6,8-tetrahydropyrazolo[1,5-a][1,4]diazepine-2-carboxylate C(C)C1C=2N(CC(CN1)(F)F)N=C(C2Cl)C(=O)OC(C)N2N=C(C=C2C)C